C(C)N[C@H](C)C1=NC=C(C=C1)C(F)(F)F (R)-N-ethyl-1-(5-(trifluorometh-yl)pyridin-2-yl)ethan-1-amine